(S)-N-(4-(1-Acetyl-2-methyl-1,2,3,4-tetrahydroquinolin-6-yl)benzyl)-6-(1H-indazol-4-yl)-8-morpholinoimidazo[1,2-a]pyrazine-2-carboxamide C(C)(=O)N1[C@H](CCC2=CC(=CC=C12)C1=CC=C(CNC(=O)C=2N=C3N(C=C(N=C3N3CCOCC3)C3=C4C=NNC4=CC=C3)C2)C=C1)C